C(C)(C)(C)OC(=O)N[C@H](C(=O)O)C(CC1CC1)C (2S)-2-(tert-butoxycarbonyl-amino)-4-cyclopropyl-3-methyl-butanoic acid